CC(C1=CC=CC=C1)NC(=O)CC#N 2-cyano-N-(1-phenylethyl)acetamide